Aminophenyl-1,3,5-triazine NC1=NC(=NC=N1)C1=CC=CC=C1